C(C)OC(CN(C(CN1N=C(C2=CC=CC=C12)C(N)=O)=O)[C@@H](CO[Si](C)(C)C(C)(C)C)C)=O (R)-2-(N-(1-((tert-butyldimethylsilyl)oxy)propan-2-yl)-2-(3-carbamoyl-1H-indazol-1-yl)acetamido)acetic acid ethyl ester